N-nonanoyl-methionine C(CCCCCCCC)(=O)N[C@@H](CCSC)C(=O)O